rac-tert-butyl {[4-(2-methyl-2H-indazol-3-yl)-2,5-dioxoimidazolidin-4-yl]methyl}carbamate CN1N=C2C=CC=CC2=C1[C@]1(NC(NC1=O)=O)CNC(OC(C)(C)C)=O |r|